2-(1H-1,3,4-triazole-1-yl)ethylamine N1(C=NN=C1)CCN